ClC1=C(C=C(C=C1)C(F)(F)F)N 4-Chloro-3-aminobenzotrifluoride